C(C)C1=C(C=C(O)C=C1)O 4-Ethyl-Resorcinol